2-cyclopropyl-6-methyl-phenol C1(CC1)C1=C(C(=CC=C1)C)O